Neodymium dysprosium [Dy].[Nd]